(1s,3r)-3-Ethyl-3-hydroxycyclobutyl (8-amino-7-fluoro-6-(8-methyl-2,3-dihydro-1H-pyrido[2,3-b][1,4]oxazin-7-yl)isoquinolin-3-yl)carbamate hydrochloride Cl.NC=1C(=C(C=C2C=C(N=CC12)NC(OC1CC(C1)(O)CC)=O)C1=C(C2=C(OCCN2)N=C1)C)F